(R)-3-(3-(2,5-Dichloro-7H-pyrrolo[2,3-d]pyrimidin-7-yl)-2-fluoropropoxy)-1-(4-methoxy-2-methylpyrimidin-5-yl)-5-methyl-1H-pyrazol-4-amine ClC=1N=CC2=C(N1)N(C=C2Cl)C[C@H](COC2=NN(C(=C2N)C)C=2C(=NC(=NC2)C)OC)F